3-(3,5-dimethyl-1H-pyrazol-4-yl)-1-[(4-methylphenyl)dioxy-λ6-sulfenyl]-5-[4-(4-methylpiperazin-1-yl)phenyl]pyrrolo[2,3-b]pyridine CC1=NNC(=C1C1=CN(C2=NC=C(C=C21)C2=CC=C(C=C2)N2CCN(CC2)C)[SH4]OOC2=CC=C(C=C2)C)C